C1(CC1)CN1CC[C@]23CCN=CC[C@]2([C@H]1CC1=CC=C(C=C13)O)O (5aS,6R,11bR)-14-(cyclopropylmethyl)-5a,10-dihydroxy-1,2,5,5a,6,7-hexahydro-6,11b-(epiminoethano)naphtho[1,2-d]azepine